FC1(CC2(C1)CN(CC2)C2=NC=CC1=C2N=C(N=C1)NC1CCN(CC1)S(=O)(=O)C)F 8-(2,2-difluoro-6-azaspiro[3.4]octan-6-yl)-N-(1-(methylsulfonyl)piperidin-4-yl)pyrido[3,4-d]pyrimidin-2-amine